tert-butyl 1-{[(Z)-(1-{2-[(tert-butoxycarbonyl)amino]-1,3-thiazol-4-yl}-2-oxo-2-{[(4S)-3-oxo-1,2-oxazolidin-4-yl]amino}ethylidene)amino]oxy}cyclobutane-1-carboxylate C(C)(C)(C)OC(=O)NC=1SC=C(N1)/C(/C(N[C@@H]1C(NOC1)=O)=O)=N/OC1(CCC1)C(=O)OC(C)(C)C